NCC1=NNC(C=2C(=CC(=CC12)C=1C=NN(C1C1=C(C2=CC=CC=C2C=C1F)C#N)C)C#N)=O 1-(aminomethyl)-7-(5-(1-cyano-3-fluoronaphthalen-2-yl)-1-methyl-1H-pyrazol-4-yl)-4-oxo-3,4-dihydrophthalazine-5-carbonitrile